ethyl 5-(1,1-difluoro-2-phenylethyl)-2-methylbenzofuran-3-carboxylate FC(CC1=CC=CC=C1)(F)C=1C=CC2=C(C(=C(O2)C)C(=O)OCC)C1